C(C)(C)(C)C=1C=C(C=CC(=O)NC(=N)N)C=CC1 3-t-Butylcinnamoylguanidin